C1=CC=C(C2=CC=C(C=C12)C(=O)O)C(=O)O naphthalene-4,7-dicarboxylic acid